C(CCC)N=C(N)N L-2-1-butylguanidine